C(C=C)N(C1=CC=CC=C1)CC=C N,N-diallyl-aniline